BrC1=C2C=C(C(=NC2=CC(=C1)C)N1CC(C1)O)C1=CC=C(C=C1)F 1-(5-bromo-3-(4-fluorophenyl)-7-methylquinolin-2-yl)azetidin-3-ol